N(=C=O)C=1C=C(C(=CC1)C=CC=1C(=CC(=CC1)N=C=O)S(=O)(=O)O)S(=O)(=O)O 4,4'-diisocyanatostilbene-2,2'-disulfonic acid